2-{[3-(5-bromo-1H-pyrazol-3-yl)azetidin-3-yl]oxy}ethan-1-ol Ethyl-{[3-(5-bromo-1H-pyrazol-3-yl)azetidin-3-yl]oxy}acetate C(C)C(C(=O)OCCOC1(CNC1)C1=NNC(=C1)Br)OC1(CNC1)C1=NNC(=C1)Br